(E)-3-cyano-3-(3-(dimethylamino)acryloyl)piperidine-1-carboxylic acid tert-butyl ester C(C)(C)(C)OC(=O)N1CC(CCC1)(C(\C=C\N(C)C)=O)C#N